FC=1C=C(C=CC1)C=1OC2=C(C=C(C=C2C(C1C)=O)C)[C@@H](C)NC1=C(C(=O)NC)C=CC=C1 2-[[(1R)-1-[2-(3-Fluorophenyl)-3,6-dimethyl-4-oxo-chromen-8-yl]ethyl]amino]-N-methyl-benzamide